6-(3,5-dichloropyridin-4-yl)-2-(methylthio)-8,9-dihydroimidazo[1,2-a]pyrimido[5,4-e]pyrimidin-5(6H)-one ClC=1C=NC=C(C1N1C=2N(C3=C(C1=O)C=NC(=N3)SC)CCN2)Cl